C(=O)O.C(C)OC1CC(C1)N1N=C(C(=C1)NC(=O)C=1OC(=CC1)C=1C=NNC1)C1=NC=CC(=C1)F N-(1-((1s,3s)-3-ethoxycyclobutyl)-3-(4-fluoropyridin-2-yl)-1H-pyrazol-4-yl)-5-(1H-pyrazol-4-yl)furan-2-carboxamide formate